(2-(4-(trifluoromethyl)phenyl)-5,6-dihydroimidazo[1,2-a]pyrazin-7(8H)-yl)prop-2-en-1-one FC(C1=CC=C(C=C1)C=1N=C2N(CCN(C2)C(C=C)=O)C1)(F)F